(R)-1-(4-chlorophenyl)-N-((1R,2R)-1-hydroxy-3-(pyrrolidin-1-yl)-1-(8-(trifluoromethyl)-2,3-dihydrobenzo[b][1,4]dioxin-6-yl)propan-2-yl)pyrrolidine-3-carboxamide ClC1=CC=C(C=C1)N1C[C@@H](CC1)C(=O)N[C@@H]([C@@H](C1=CC2=C(OCCO2)C(=C1)C(F)(F)F)O)CN1CCCC1